phenanthrenamine C1=CC=C2C(=C1)C=CC3=C2C=CC=C3N